N-(7-bromo-5-fluoroquinazolin-4-yl)benzo[d]thiazol-6-amine BrC1=CC(=C2C(=NC=NC2=C1)NC1=CC2=C(N=CS2)C=C1)F